24-Methylcholesta-5,22-dien-3β-ol CC(C(C)C)C=C[C@@H](C)[C@H]1CC[C@H]2[C@@H]3CC=C4C[C@H](CC[C@]4(C)[C@H]3CC[C@]12C)O